N-(4-fluoro-3-methylphenyl)-1,2,4-trimethyl-5-(2-(((1R,5S,6s)-3-(methylsulfonyl)-3-azabicyclo[3.1.0]hexan-6-yl)amino)-2-oxoacetyl)-1H-pyrrole-3-carboxamide FC1=C(C=C(C=C1)NC(=O)C1=C(N(C(=C1C)C(C(=O)NC1[C@@H]2CN(C[C@H]12)S(=O)(=O)C)=O)C)C)C